anti-2-(5-(3-fluoro-4-(trifluoromethyl)phenyl)-1-(4-(trifluoromethyl)benzyl)piperidin-3-yl)acetic acid FC=1C=C(C=CC1C(F)(F)F)C1CC(CN(C1)CC1=CC=C(C=C1)C(F)(F)F)CC(=O)O